C(C)(C)(C)OC(=O)N(S(=O)(=O)C1CC1)C=1C(=CC2=C(OC[C@@H](N2C(=O)OCC2=CC=CC=C2)C)N1)CC1=CC=C(C=C1)F benzyl (S)-6-(N-(tert-butoxycarbonyl) cyclopropanesulfonamido)-7-(4-fluorobenzyl)-2-methyl-2,3-dihydro-1H-pyrido[2,3-b][1,4]oxazine-1-carboxylate